3''-chloro-4''-((3-chloro-5-fluoropyridin-2-yl)methoxy)-3-(2-hydroxypropan-2-yl)-5',6''-Dimethyl-2H,2''H-[1,2':4',1''-terpyridine]-2,2''-dione ClC=1C(N(C(=CC1OCC1=NC=C(C=C1Cl)F)C)C1=CC(=NC=C1C)N1C(C(=CC=C1)C(C)(C)O)=O)=O